5-bromo-N2-(1-methylbenzimidazol-5-yl)-N4-(2-methylsulfonylphenyl)pyrimidine-2,4-diamine BrC=1C(=NC(=NC1)NC1=CC2=C(N(C=N2)C)C=C1)NC1=C(C=CC=C1)S(=O)(=O)C